methyl(perfluoroethyl)((4-((5-(trifluoromethyl)-1,2,4-oxadiazol-3-yl)methyl)phenyl)imino)-λ6-sulfanone CS(=O)(=NC1=CC=C(C=C1)CC1=NOC(=N1)C(F)(F)F)C(C(F)(F)F)(F)F